N-(2,2,2-trifluoroethyl)benzamid FC(CNC(C1=CC=CC=C1)=O)(F)F